Chloroformic acid n-pentyl ester C(CCCC)OC(=O)Cl